N1CC(C1)CN1[C@@H]2CN([C@H](C1)C2)C=2C=C1C(N(C(C1=CC2)=O)C2C(NC(CC2)=O)=O)=O 5-((1S,4S)-5-(azetidin-3-ylmethyl)-2,5-diazabicyclo[2.2.1]heptan-2-yl)-2-(2,6-dioxopiperidin-3-yl)isoindoline-1,3-dione